FC(OC1=CC2=C(N=C(O2)C=2C(=C(C=CC2)C2=C(C(=CC=C2)C=2OC3=C(N2)C=C(C(=C3)OC(F)F)CN3CCOCC3)C)C)C=C1CN1[C@@H](CCC1)C(=O)O)F ((6-(difluoromethoxy)-2-(3'-(6-(difluoromethoxy)-5-(morpholinomethyl)benzo[d]oxazol-2-yl)-2,2'-dimethyl-[1,1'-biphenyl]-3-yl)benzo[d]oxazol-5-yl)methyl)-L-proline